FC(C=1C(=C(C=CC1)[C@@H](C)NC=1C2=C(N=C(N1)C)N=C(C(=C2)P(=O)(C)C)C(F)(F)F)F)F N-{(1R)-1-[3-(difluoromethyl)-2-fluorophenyl]ethyl}-6-(dimethylphosphoryl)-2-methyl-7-(trifluoromethyl)pyrido[2,3-d]pyrimidin-4-amine